BrC1=CC=C(C=C1)C1=CC=C(C=C1)C=1N=C2N(C=CC=C2)C1 2-(4'-bromo-[1,1'-biphenyl]-4-yl)imidazo[1,2-a]pyridine